(S)-Pyrrolidin-2-ylmethyl-(7-fluoro-6-(8-methyl-2,3-dihydro-1H-pyrido[2,3-b][1,4]oxazin-7-yl)isochinolin-3-yl)carbamat N1[C@@H](CCC1)COC(NC=1N=CC2=CC(=C(C=C2C1)C1=C(C2=C(OCCN2)N=C1)C)F)=O